C(C)(C)(C)C1=CC(=NO1)NC(CC[C@H]/1C2C3CCC=4C(=CC=CC4C3CC[C@@]2(C(\C1=C/O)=O)C)F)=O N-(5-(tert-butyl)isoxazol-3-yl)-3-((13S,15S,Z)-4-fluoro-16-(hydroxymethylene)-13-methyl-17-oxo-7,8,9,11,12,13,14,15,16,17-decahydro-6H-cyclopenta[a]phenanthren-15-yl)propanamide